6-oxo-[1,3]dioxolo[4,5-f]indole O=C1N=C2C=C3C(=CC2=C1)OCO3